(3-(4-(4-((4-((5-(trifluoromethyl)pyridin-2-yl)amino)cyclohexyl)sulfonyl)phenyl)pyridin-2-yl)oxetan-3-yl)propane-2-sulfinamide FC(C=1C=CC(=NC1)NC1CCC(CC1)S(=O)(=O)C1=CC=C(C=C1)C1=CC(=NC=C1)C1(COC1)CC(C)S(=O)N)(F)F